ClC1=CC2=C(N(C(C(N2C)=O)=O)C2CCN(CC2)C2=NC=C(C=N2)CN2CC(C2)O)N=C1 7-Chloro-4-(1-(5-((3-hydroxyazetidin-1-yl)methyl)pyrimidin-2-yl)piperidin-4-yl)-1-methyl-1,4-dihydropyrido[2,3-b]pyrazine-2,3-dione